C[C@@H]1[C@H]([C@@H]([C@@H]([C@H](O1)OP(=O)(O)OP(=O)(O)OC[C@@H]2[C@H]([C@H]([C@@H](O2)N3C=NC4=C3N=C(NC4=O)N)O)O)O)O)N The molecule is a GDP-hexose having 4-amino-4,6-dideoxy-alpha-D-mannose as the hexose fragment. It derives from a perosamine. It is a conjugate acid of a GDP-4-amino-4,6-dideoxy-alpha-D-mannose(1-).